S1C=CC2=C1C(OCC21CC1)CNC(C)C N-((5'H,7'H-spiro[cyclopropan-1,4'-thieno[2,3-c]pyran]-7'-yl)methyl)propan-2-amine